ClC1=NC=C(C2=CC=C(C=C12)O[C@@H](C(=O)N1C[C@H](CCC1)C(=O)OCC)C)C1=C(C=CC=C1)C ethyl (S)-1-((R)-2-((1-chloro-4-(o-tolyl)isoquinolin-7-yl)oxy)propanoyl)piperidine-3-carboxylate